(2-(pyridin-3-yl)ethyl)benzamide N1=CC(=CC=C1)CCC1=C(C(=O)N)C=CC=C1